3-(2-fluorophenyl)-2-propenoic acid FC1=C(C=CC=C1)C=CC(=O)O